6-(2-(2,2,2-trifluoroethoxy)pyrimidin-5-yl)pyridazine-3-one FC(COC1=NC=C(C=N1)C=1C=CC(NN1)=O)(F)F